CC1=CC=C(C=C1)S(=O)(=O)OC1C(OCC1)C 2-methyltetrahydrofuran-3-yl 4-methylbenzenesulfonate